FC1=C(C=CC=C1)N1C[C@H](CC1)CN1[C@@H]([C@H]([C@@H]([C@H](C1)O)O)O)CO (2R,3R,4R,5S)-1-(((R)-1-(2-fluorophenyl)pyrrolidin-3-yl)methyl)-2-(hydroxymethyl)piperidine-3,4,5-triol